tert-butyl (3S,4R)-3-hydroxy-4-((8-(5-(trifluoromethyl)pyridin-2-yl)-1,6-naphthyridin-5-yl)amino)pyrrolidine-1-carboxylate O[C@H]1CN(C[C@H]1NC1=C2C=CC=NC2=C(C=N1)C1=NC=C(C=C1)C(F)(F)F)C(=O)OC(C)(C)C